[SiH3]O.N=C=N carbodiimide compound with silanol